N-[1-methyl-3-[2-[[1-(oxetan-3-yl)pyrazol-4-yl]amino]pyrimidin-4-yl]indol-6-yl]prop-2-enamide CN1C=C(C2=CC=C(C=C12)NC(C=C)=O)C1=NC(=NC=C1)NC=1C=NN(C1)C1COC1